C=C1CCC(C=2C=CC=NC12)C(=O)N 8-methylene-5,6,7,8-tetrahydro-quinoline-5-carboxamide